(S)-3-(1,4-Dimethyl-1H-benzo[d][1,2,3]triazol-5-yl)-3-(3-(((R)-2-ethyl-6-fluoro-2,3-dihydropyrido[3,4][1,4]oxazepin-4(5H)-yl)methyl)-4-methylphenyl)-2,2-dimethylpropanoic acid CN1N=NC2=C1C=CC(=C2C)[C@@H](C(C(=O)O)(C)C)C2=CC(=C(C=C2)C)CN2C[C@H](OC1=C(C2)C(=NC=C1)F)CC